Ethyl ether C(C)OCC